thiaspiro[3.3]heptan-6-ol S1CCC12CC(C2)O